(3-((tert-butoxycarbonyl)(methyl)amino)azetidin-1-yl)-4-ethoxypyrimidine-5-carboxylic acid C(C)(C)(C)OC(=O)N(C1CN(C1)C1=NC=C(C(=N1)OCC)C(=O)O)C